C(C)C1=NC2=C(C=3C(C=C(C(C13)=O)SC1=C(C=CC=C1)F)=O)C(N(C(N2C)=O)C)=O 6-Ethyl-8-((2-fluorophenyl)thio)-2,4-dimethylpyrimido[4,5-c]isoquinoline-1,3,7,10(2H,4H)-tetraone